C(=O)=C1NN=CC2=C(C=CC=C12)N1N=CC(=C1C(F)(F)F)C(=O)NC1=CC(=NC=C1)C(F)(F)F 1-(1-carbonyl-1,2-dihydrophthalazin-5-yl)-5-(trifluoromethyl)-N-(2-(trifluoromethyl)pyridin-4-yl)-1H-pyrazole-4-carboxamide